FC(C=1C=C(C=C(C1)C(F)(F)F)[C@H]([C@H](C)N(C(C)C)CC1=C(C=CC(=C1)C(F)(F)F)C1=CC(=C(C=C1OC)C(F)(F)F)OCCCC(=O)O)O)(F)F 4-((2'-((((1R,2S)-1-(3,5-bis(trifluoromethyl)phenyl)-1-hydroxypropan-2-yl)(isopropyl)amino)methyl)-6-Methoxy-4,4'-bis(trifluoromethyl)-[1,1'-biphenyl]-3-yl)oxy)butanoic acid